C1(CC1)C1=C(C(=NO1)C1=C(C=CC=C1Cl)Cl)CO[C@H]1[C@@H]2CN([C@H](C1)C2)C2=CC=C(C=C2)C2CC(C2)C(=O)OC methyl 3-[4-[(1S,4S,5R)-5-[[5-cyclopropyl-3-(2,6-dichlorophenyl)-1,2-oxazol-4-yl]methoxy]-2-azabicyclo[2.2.1]heptan-2-yl]phenyl]cyclobutane-1-carboxylate